NC1=C2C(=NC=N1)N(N=C2C=2C=NC(=CC2)OC2=CC=CC=C2)[C@H]2CN(CCC2)C(=O)C(C#N)=CC2CC2 (R)-2-(3-(4-amino-3-(6-phenoxypyridin-3-yl)-1H-pyrazolo[3,4-d]pyrimidin-1-yl)piperidine-1-carbonyl)-3-cyclopropylacrylonitrile